phenylalanine arginyl-naphthylamide N[C@@H](CCCNC(N)=N)C(=O)N(C([C@@H](N)CC1=CC=CC=C1)=O)C1=CC=CC2=CC=CC=C12